Benzyloxy (R)-3-(((fluorenylmethyloxy)carbonyl)amino)-4-(2,2-dimethyl-4,6-dioxo-1,3-dioxan-5-yl)-4-oxobutanoate C1(=CC=CC=2C3=CC=CC=C3CC12)COC(=O)N[C@H](CC(=O)OOCC1=CC=CC=C1)C(=O)C1C(OC(OC1=O)(C)C)=O